IC=1C(=NC(=NC1)Cl)NC=1C(=CC=CC1)N N1-(5-iodo-2-chloropyrimidin-4-yl)benzene-1,2-diamine